6,8-dichloro-tetrazolo[5,1-a]phthalazine ClC1=NN2C(C3=CC=C(C=C13)Cl)=NN=N2